6-Methyl-3,6-Dihydro-[1,3,4]Thiadiazin-2-One CC1C=NNC(S1)=O